4-(4-Amino-2-fluoro-6-(5-hydroxypentyl)phenyl)piperazine-1-carboxylic acid tert-butyl ester C(C)(C)(C)OC(=O)N1CCN(CC1)C1=C(C=C(C=C1CCCCCO)N)F